N-[[6-[[(3-methylcyclobutyl)methylamino]methyl]imidazo[1,2-a]pyridin-2-yl]methyl]-4-oxo-pyrido[1,2-a]pyrimidine-2-carboxamide CC1CC(C1)CNCC=1C=CC=2N(C1)C=C(N2)CNC(=O)C=2N=C1N(C(C2)=O)C=CC=C1